1-(Isoxazol-5-ylmethyl)indole-2-carbaldehyde O1N=CC=C1CN1C(=CC2=CC=CC=C12)C=O